OC([C@@H]1N(CCC1)CC1=C(C(=CC=C1)C(F)(F)F)O)(C1=CC=CC=C1)C1=CC=CC=C1 (R)-2-((2-(hydroxydiphenylmethyl)pyrrolidin-1-yl)methyl)-6-(trifluoromethyl)phenol